5-iodo-2-(trichloromethyl)-1H-benzo[d]imidazole IC1=CC2=C(NC(=N2)C(Cl)(Cl)Cl)C=C1